C(C)(C)(C)[C@@]12N(C[C@H](NC1)C2)C(=O)O (1r,4r)-tert-butyl-2,5-diazabicyclo[2.2.1]heptane-2-carboxylic acid